4-(4-amino-6-iodo-7-methyl-7H-pyrrolo[2,3-d]pyrimidin-5-yl)-2-fluorophenyl piperidine-1-carboxylate N1(CCCCC1)C(=O)OC1=C(C=C(C=C1)C1=C(N(C=2N=CN=C(C21)N)C)I)F